NOS(=O)(=O)C1=C(C=C(C=C1C)C)C 2,4,6-trimethylbenzenesulfonic acid amino ester